O=C1OCCC2=CC=CC=C12 C1-ketoisochroman